6-chloro-4-(cyclohex-1-en-1-yl)pyridazin-3-amine ClC1=CC(=C(N=N1)N)C1=CCCCC1